CSC1=NC=2CC3(CCC2C(=N1)O)CC1=CC=CC=C1C3 2'-(methylthio)-1,3,5',8'-tetrahydro-6'H-spiro[indene-2,7'-quinazolin]-4'-ol